COCOC1=C(C(=O)OC)C=CC(=C1)C=1N(C=C(N1)C(F)(F)F)C methyl 2-(methoxymethoxy)-4-(1-methyl-4-(trifluoromethyl)-1H-imidazol-2-yl)benzoate